C(C)(C)(C)OC(=O)N1CCC(CC1)NC1=C(C(=CC=C1)Cl)[N+](=O)[O-] 4-(3-chloro-2-nitro-anilino)piperidine-1-carboxylic acid tert-butyl ester